C1(CC1)OC1=C(C=C(C=C1)C=1C(=NC(=CN1)COCC(F)(F)F)N1CCC(CC1)C(=O)O)F 1-(3-(4-cyclopropoxy-3-fluorophenyl)-6-((2,2,2-trifluoroethoxy)methyl)pyrazin-2-yl)piperidine-4-carboxylic acid